1-benzyl 2-methyl (2S,4R)-4-methoxypyrrolidine-1,2-dicarboxylate CO[C@@H]1C[C@H](N(C1)C(=O)OCC1=CC=CC=C1)C(=O)OC